The molecule is an N-hydroxy-L-polyhomomethioninate that is the conjugate base of N-hydroxy-L-dihomomethionine, obtained by deprotonation of the carboxy group; major species at pH 7.3. It is a N-hydroxy-L-polyhomomethioninate and a N-hydroxydihomomethioninate. It is a conjugate base of a N-hydroxy-L-dihomomethionine. CSCCCC[C@@H](C(=O)[O-])NO